NC=1C=2N(C(=C(N1)C=1C=C(C#N)C=CC1)C1=NC=NC=C1)N=C(N2)C(O)C2=C(C=CC=C2)Cl 3-(8-amino-2-((2-chlorophenyl)(hydroxy)methyl)-5-(pyrimidin-4-yl)-[1,2,4]triazolo[1,5-a]pyrazin-6-yl)benzonitrile